1-(1H-benzo[d]imidazol-1-yl)-2-(2,4-dichlorophenoxy)ethanone N1(C=NC2=C1C=CC=C2)C(COC2=C(C=C(C=C2)Cl)Cl)=O